Cl.CN(C(=O)C1=CN(CCS1)C=1C2=C(N=CN1)NC=C2)C[C@@H]2NCCCC2 (R)-N-methyl-N-(piperidin-2-ylmethyl)-4-(7H-pyrrolo[2,3-d]pyrimidin-4-yl)-3,4-dihydro-2H-1,4-thiazine-6-carboxamide hydrochloride